6-dodecyl-2,2,4-trimethyl-1,2-dihydroazanaphthalene C(CCCCCCCCCCC)C=1C=C2C(=CC(NC2=CC1)(C)C)C